1-(4-(((1-((Azetidin-3-yloxy)methyl)cyclopropyl)methyl)(5-(3,5-dimethylisoxazol-4-yl)-2-methylphenyl)amino)phenyl)cyclopropane-nitrile N1CC(C1)OCC1(CC1)CN(C1=CC=C(C=C1)C1(CC1)C#N)C1=C(C=CC(=C1)C=1C(=NOC1C)C)C